C(C)C=1C=C(C=CC1OC=1C2=C(N=CN1)NC=C2)N2C(N(CC2=O)C=2C=C(C#N)C=CC2)=O 3-{3-[3-ethyl-4-(7H-pyrrolo[2,3-d]pyrimidin-4-yloxy)phenyl]-2,4-dioxo-1-imidazolidinyl}benzonitrile